(21E)-16-bromo-5,26-dimethyl-10-oxa-4,5,7,13,20,22,27-heptazahexacyclo[22.3.1.17,9.02,6.013,21.014,19]nonacosa-1(28),2(6),3,14(19),15,17,21,24,26-nonaen-23-one BrC1=CC=2N\3CCOC4CN(C=5N(N=CC5C=5N=C(C=C(C(/N=C3\NC2C=C1)=O)C5)C)C)C4